C1(=CC=CC=C1)NC(=S)N 1-phenyl-2-thiourea